C(CCC)C1=CC=CC2=C1N=C(S2)SN Butylbenzothiazole-2-sulfenamide